N1=CC(=CC=C1)B1OC(C)(C)C(C)(C)O1 pyridine-3-boronic acid pinacol ester